METHYLCYTIDINE C[C@@]1([C@@H]([C@@H]([C@H](O1)CO)O)O)N2C=CC(=NC2=O)N